FC1=CC=CC=2NC(=NC21)[C@H](C)NC(=O)[C@H](CC(=O)N2[C@H](CCCC2)C)NC(CCC(C)(C)C)=O N-[(1S)-1-[[(1S)-1-(4-fluoro-1H-benzimidazol-2-yl)ethyl]carbamoyl]-3-[(2S)-2-methyl-1-piperidyl]-3-oxo-propyl]-4,4-dimethyl-pentanamide